CN1C(=NC=2CN(CCC21)C)C(=O)[O-] 1,5-dimethyl-4,5,6,7-tetrahydro-1H-imidazo[4,5-c]pyridine-2-carboxylate